3-(2,2,2-trifluoroethyl)-2-(3,3,3-trifluoropropyl)succinamide FC(CC(C(C(=O)N)CCC(F)(F)F)C(=O)N)(F)F